ClC1=C(C=C(C=C1)\C(=C/C(=O)O)\C1CC1)[N+](=O)[O-].N1(N=CC=C1)C\C=C/CNC(=O)C1=NOC(=C1)C=1OC=CC1 (Z)-N-(4-(1H-pyrazol-1-yl)but-2-en-1-yl)-5-(furan-2-yl)isoxazole-3-carboxamide (Z)-3-(4-chloro-3-nitrophenyl)-3-cyclopropylacrylate